FC(C=1C=2N(C=CC1)N=C(C2)[C@H]2N(CCC1=C2N=CN1)C(=O)C1=CN=C(O1)C1=NC=CC=C1)F (S)-(4-(4-(difluoromethyl)pyrazolo[1,5-a]pyridin-2-yl)-1,4,6,7-tetrahydro-5H-imidazo[4,5-c]pyridin-5-yl)(2-(pyridin-2-yl)oxazol-5-yl)methanone